diphenoxy ketone O(C1=CC=CC=C1)C(=O)OC1=CC=CC=C1